tert-butyl (E)-2-(4-methoxy-4-carbonylbut-2-en-1-yl)-2,6-diazaspiro[3.4]octane-6-carboxylate COC(/C=C/CN1CC2(C1)CN(CC2)C(=O)OC(C)(C)C)=C=O